carbonyl cyanide 4-(trifluoro-methoxy)phenylhydrazone FC(OC1=CC=C(C=C1)NN=C(C#N)C#N)(F)F